(S)-2-phenyl-2-(pyrrolidin-1-yl)cyclohexan-1-one C1(=CC=CC=C1)[C@@]1(C(CCCC1)=O)N1CCCC1